BrC1=CC=CC(=N1)C1=CC(=CN1)S(=O)(=O)NC1=C(C=C(C(=C1)F)OC(F)F)F 5-(6-bromopyridin-2-yl)-N-[4-(difluoromethoxy)-2,5-difluorophenyl]-1H-pyrrole-3-sulfonamide